C(CCC)(=O)OF Perfluoro butyrate